5-(cyclopentylmethyl)-N-(6-(5-((tetrahydro-2H-pyran-4-yl)methoxy)-2-(trifluoromethyl)phenyl)pyrimidin-4-yl)-4H-1,2,4-triazole-3-carboxamide C1(CCCC1)CC=1NC(=NN1)C(=O)NC1=NC=NC(=C1)C1=C(C=CC(=C1)OCC1CCOCC1)C(F)(F)F